C(CCCCC)OCCCC=O 4-(hexyloxy)butanal